3-methoxy-N-(6-((S)-5-methyl-6,7-dihydro-5H-pyrrolo[1,2-a]imidazol-3-yl)pyridin-2-yl)-1-(4-oxaspiro[2.5]octan-7-yl)-1H-pyrazole-4-carboxamide COC1=NN(C=C1C(=O)NC1=NC(=CC=C1)C1=CN=C2N1[C@H](CC2)C)C2CCOC1(CC1)C2